CC(C)NC1=CC=C(C=C1)NC1=CC=CC=C1 N-(1-methylethyl)-N'-phenyl-1,4-phenylenediamine